C(C)(=O)NC1=CC=CC2=C1N=C(O2)C2=C1C=C(N=CC1=C(N=C2)NC)NC(=O)C2CC2 N-(5-(4-acetamidobenzo[d]oxazol-2-yl)-8-(methylamino)-2,7-naphthyridin-3-yl)cyclopropanecarboxamide